2-ethylamino-6-hydroxy-2-(3-trifluoromethoxyphenyl)cyclohexane-1-one C(C)NC1(C(C(CCC1)O)=O)C1=CC(=CC=C1)OC(F)(F)F